OC/C=C/C(=O)N1CC(C1)C1=NN(C2=NC=CC(=C21)C)C2=CC=C(C=C2)OC(F)(F)F (E)-4-Hydroxy-1-(3-(4-methyl-1-(4-(trifluoromethoxy)phenyl)-1H-pyrazolo[3,4-b]pyridin-3-yl)azetidin-1-yl)but-2-en-1-one